6-hydroxy-4-{[1-(imidazo[1,2-a]pyridin-3-ylmethyl)-1H-pyrazol-4-yl]methyl}-5-oxo-4,5-dihydrothieno[3,2-b]pyridine-7-carboxylic acid OC1=C(C2=C(N(C1=O)CC=1C=NN(C1)CC1=CN=C3N1C=CC=C3)C=CS2)C(=O)O